N-((1r,4r)-4-hydroxy-4-(trifluoromethyl)cyclohexyl)-2-oxa-5-azaspiro[3.5]nonane-8-carboxamide OC1(CCC(CC1)NC(=O)C1CCNC2(COC2)C1)C(F)(F)F